C(C)C1(C(=NC2=C(C=C(C=C12)C1=NCN(C=C1F)C1=NC=C(C=C1)CN1CCN(CC1)CC)F)C)C 4-(3-ethyl-7-fluoro-2,3-dimethyl-3H-indol-5-yl)-N-(5-((4-ethylpiperazin-1-yl)methyl)pyridin-2-yl)-5-fluoropyrimidine